[Cl-].NC1=NC=C(C(=N1)C(F)F)C1=NC(=NC(=N1)N1CCOCC1)N1CCN(CC1)C(CN(C(=O)C1CC[NH2+]CC1)C)=O 4-((2-(4-(4-(2-amino-4-(difluoromethyl)pyrimidin-5-yl)-6-morpholino-1,3,5-triazin-2-yl)piperazin-1-yl)-2-oxoethyl)(methyl)carbamoyl)piperidin-1-ium chloride